CC1=CC2=C(C(OC=3C=C(C=C(C23)O)O)(C([2H])([2H])[2H])C([2H])([2H])[2H])C=C1 9-methyl-6,6-bis(methyl-d3)-6H-benzo[c]chromene-1,3-diol